3,5-dimethyl-4-(2-((4-oxo-2-(4-(trifluoromethoxy)phenyl)-1,3,8-triazaspiro[4.5]deca-1-en-8-yl)sulfonyl)ethyl)phenyl-8-methyl-1,3,8-triazaspiro[4.5]decane-2,4-dione CC=1C=C(C=C(C1CCS(=O)(=O)N1CCC2(C(NC(=N2)C2=CC=C(C=C2)OC(F)(F)F)=O)CC1)C)N1C(NC(C12CCN(CC2)C)=O)=O